BrC1=C(C=C2C(=NC(=NC2=C1)NN)N1C2=C(CCCC1)C=CC=C2)F 1-(7-bromo-6-fluoro-2-hydrazinoquinazolin-4-yl)-2,3,4,5-tetrahydro-1H-benzo[b]azepine